C1(=CC=CC=C1)CCC(=O)[O-] 3-phenyl-propanoate